(3R or S)-1-(1,1,1,3,3,3-hexafluoro-2-(p-tolyl)propan-2-yl)-3-(tetrahydrofuran-2-yl)-3-(2-(thiophen-2-yl)ethyl)pyrrolidine FC(C(C(F)(F)F)(C1=CC=C(C=C1)C)N1C[C@](CC1)(CCC=1SC=CC1)C1OCCC1)(F)F |o1:16|